BrC=1C=C(C=CC1)C(CO[C@H]([C@H]1CN(C2=C(N1CC1=CC=C(C=C1)OC)N=CC=C2)C(=O)OC(C)(C)C)C2=CC=CC=C2)=C tert-butyl (3R)-3-[(S)-{[2-(3-bromophenyl)prop-2-en-1-yl]oxy}(phenyl)methyl]-4-[(4-methoxyphenyl)methyl]-2H,3H-pyrido[2,3-b]pyrazine-1-carboxylate